C1=CC=CC=2C3=CC=CC=C3C(C12)COC(=O)N[C@H](C(=O)OC(C)(C)C)CC1=CC=C(C=C1)N tert-butyl (S)-2-((((9H-fluoren-9-yl)methoxy)carbonyl)amino)-3-(4-aminophenyl)propanoate